N-Methyl-1-(1,3-benzodioxol-5-yl)but-3-en-2-amine hydrochloride Cl.CNC(CC1=CC2=C(OCO2)C=C1)C=C